C(C1=CC=CC=C1)C1=C(N=C(S1)Cl)C1=CC(=C(C=C1)OCCOC)F 5-benzyl-2-chloro-4-(3-fluoro-4-(2-methoxyethoxy)phenyl)thiazole